2-((2S,4S)-2-((tert-butylamino)methyl)-5-chloro-6-fluoro-2-phenyl-2,3-dihydrobenzofuran-4-yl)-4-(difluoromethoxy)-3-fluorobenzamide C(C)(C)(C)NC[C@@]1(OC2=C(C1)C(=C(C(=C2)F)Cl)C2=C(C(=O)N)C=CC(=C2F)OC(F)F)C2=CC=CC=C2